ClC1=CC=C(C=C1)C=1C=C(C(N(N1)C1=CC(=CC=C1)F)=O)C(=O)NC[C@@H](C)O 6-(4-chlorophenyl)-2-(3-fluorophenyl)-N-[(2R)-2-hydroxypropyl]-3-oxo-2,3-dihydropyridazine-4-carboxamide